N1=C(SC2=C1C1=C(C=C2)OCC1)N1C(NC2C1[C@@H](CC2)N(C)CC#N)=O rac-{[(4R)-3-(7,8-dihydrofuro[3,2-e][1,3]benzothiazol-2-yl)-2-oxooctahydrocyclopenta[d]imidazol-4-yl](methyl)amino}acetonitrile